2-methylpropanoic acid p-toluenesulfonate CC1=CC=C(C=C1)S(=O)(=O)O.CC(C(=O)O)C